1-(2-bromophenyl)-2,2-dihydroxyethane-1-one BrC1=C(C=CC=C1)C(C(O)O)=O